P(O)(=S)(OP(=O)(O)OP(=O)(O)O)OC[C@@H]1[C@H](C[C@@H](O1)N1C=NC=2C(N)=NC=NC12)O 2'-deoxyadenosine 5'-O-(1-thiotriphosphate)